CC1CCCCCCCCCCCCCC(O1)=O 16-METHYL-OXACYCLOHEXADECAN-2-ONE